1-cyclobutyl-8-(methylsulfinyl)-1H-imidazo[4,5-H]quinazoline C1(CCC1)N1C=NC=2C=CC=3C=NC(=NC3C21)S(=O)C